C1(CC(CCC1)N)N 1,3-cyclohexanedi-amine